OCCNCCCNC(=O)C1=NC=CC=C1 N-[3-(2-hydroxyethylamino)propyl]pyridine-2-carboxamide